(M)-6-Chloro-4-[(2S,5R)-2,5-dimethyl-4-prop-2-enoyl-piperazin-1-yl]-7-[2-fluoro-5-(trifluoromethoxy)phenyl]-1-(2-isopropyl-4-methyl-3-pyridyl)pyrido[2,3-d]pyrimidin-2-one ClC1=CC2=C(N(C(N=C2N2[C@H](CN([C@@H](C2)C)C(C=C)=O)C)=O)C=2C(=NC=CC2C)C(C)C)N=C1C1=C(C=CC(=C1)OC(F)(F)F)F